ClC1=C(C(=CC=C1)F)N1C(C2=CC(=C(C=C2C(=N1)C(C)C1CCC1)N1N=C(N(C1=O)C1CC1)CO)F)=O 2-(2-chloro-6-fluorophenyl)-4-(1-cyclobutylethyl)-6-(4-cyclopropyl-3-(hydroxymethyl)-5-oxo-4,5-dihydro-1H-1,2,4-triazol-1-yl)-7-fluorophthalazin-1(2H)-one